4-(1-(cyclopropanecarbonyl)indolin-5-yl)-N-(3-(2-(2-((2-(2,6-dioxopiperidin-3-yl)-1,3-dioxoisoindolin-5-yl)amino)ethoxy)ethoxy)benzyl)-5-methylthiazole-2-carboxamide C1(CC1)C(=O)N1CCC2=CC(=CC=C12)C=1N=C(SC1C)C(=O)NCC1=CC(=CC=C1)OCCOCCNC=1C=C2C(N(C(C2=CC1)=O)C1C(NC(CC1)=O)=O)=O